S1C=2N(C=C1C(=O)O)C=CN2 imidazo[2,1-b]thiazole-2-carboxylic acid